(S)-(3-(4-amino-3-chloro-1H-pyrazol-1-yl)pyrrolidin-1-yl)(cyclopentyl)methanone NC=1C(=NN(C1)[C@@H]1CN(CC1)C(=O)C1CCCC1)Cl